7'-(6-cyclopropoxypyridin-3-yl)-2'-(hydroxymethyl)spiro[cyclopropane-1,5'-pyrrolo[2,3-d]pyrimidin]-6'(7'H)-one C1(CC1)OC1=CC=C(C=N1)N1C(C2(C3=C1N=C(N=C3)CO)CC2)=O